O=C1NC(CCC1N1C(N(C2=C1C=CC=C2CCCN(C(CN(C(CN(C(CNC)=O)C)=O)C)=O)C)C)=O)=O N-[2-[[2-[3-[1-(2,6-dioxo-3-piperidyl)-3-methyl-2-oxo-benzimidazol-4-yl]propyl-methyl-amino]-2-oxo-ethyl]-methyl-amino]-2-oxo-ethyl]-N-methyl-2-(methylamino)acetamide